N-(3-fluoro-4-(piperidin-1-yl)phenyl)-5-methyl-2-(6-azaspiro[3.4]oct-6-yl)oxazole-4-carboxamide FC=1C=C(C=CC1N1CCCCC1)NC(=O)C=1N=C(OC1C)N1CC2(CCC2)CC1